CCCCC/C=C\\C/C=C\\C/C=C\\C/C=C\\CCCC(=O)N[C@@H](CC(C)C)C(=O)[O-] The molecule is an N-acyl-L-alpha-amino acid anion that is the conjugate base of N-arachidonoyl-L-leucine, obtained by deprotonation of the carboxy group; major species at pH 7.3. It is a N-acyl-L-alpha-amino acid anion, a N-(fatty acyl)-L-alpha-amino acid anion and a N-(fatty acyl)-L-leucine(1-). It is a conjugate base of a N-arachidonoyl-L-leucine.